3-(2,3-dichloro-4-nitrophenoxy)-1-methyl-1H-pyrazole ClC1=C(OC2=NN(C=C2)C)C=CC(=C1Cl)[N+](=O)[O-]